7-benzyloxy-3-hydroxy-5-methoxy-2-(4-methoxyphenyl)chromen-4-one C(C1=CC=CC=C1)OC1=CC(=C2C(C(=C(OC2=C1)C1=CC=C(C=C1)OC)O)=O)OC